((7-bromonaphthalen-2-yl)methyl)phosphonic acid diethyl ester C(C)OP(OCC)(=O)CC1=CC2=CC(=CC=C2C=C1)Br